C(=O)O.N[C@@H]1C\C=C/CC(S[C@@H]2[C@@H]([C@H]([C@H]([C@@H]1O2)O)O)O)CO (1R,8R,9R,10R,11S,12R,Z)-8-amino-3-(hydroxymethyl)-13-oxa-2-thiabicyclo[7.3.1]tridec-5-en-10,11,12-triol formate